FC(C(CC(=O)OCC)=O)F ethyl 4,4-difluoro-3-oxobutyrate